(S)-adenosyl-L-homocysteine [C@@H]1([C@H](O)[C@H](O)[C@@H](CN[C@@H](CCS)C(=O)O)O1)N1C=NC=2C(N)=NC=NC12